N1=CN=C(C2=C1NC=C2)NC=2C=C(C=CC2N2CCOCC2)C#CC2(CCCC2)O 1-((3-((7H-pyrrolo[2,3-d]pyrimidin-4-yl)amino)-4-morpholinophenyl)ethynyl)cyclopentane-1-ol